N1=C(C=CC2=CC=CC=C12)CCNC(C)=O N-(2-(Quinolin-2-yl)ethyl)acetamide